BrC=1C(=C(CNC(=O)C=2OC=C(N2)C2=NC(=NC=C2C)NC2=CC=NN2C)C=CC1)COC N-(3-bromo-2-(methoxymethyl)benzyl)-4-(5-methyl-2-((1-methyl-1H-pyrazol-5-yl)amino)pyrimidin-4-yl)oxazole-2-carboxamide